FC([C@@H](CC=O)NC(OC(C)(C)C)=O)F |r| tert-butyl [(2RS)-1,1-difluoro-4-oxobutan-2-yl]carbamate